5-Bromo-6-methyl-2,3-dihydrobenzofuran-4-ol BrC1=C(C=C2C(CCO2)=C1O)C